OC(CN1N=CC(=C1)NC=1N=C(C2=C(N1)SC=C2C)NC2=C(C=CC=C2)P(C)C)(C)C (2-((2-((1-(2-hydroxy-2-methylpropyl)-1H-pyrazol-4-yl)amino)-5-methylthieno[2,3-d]pyrimidin-4-yl)amino)phenyl)dimethylphosphine